Cl.Cl.COC1=CC=C(C=C1)C=1NC(=NN1)NC=1C=C2C=NNC2=CC1 N-[5-(4-methoxyphenyl)-4H-1,2,4-triazol-3-yl]-1H-indazol-5-amine dihydrochloride